C12(CC3(CC(CC(C1)C3)(C2)C(=O)O)C(=O)O)C(=O)O adamantane-1,3,5-tricarboxylic acid